di(cyclobutylmethyl)dimethoxysilane C1(CCC1)C[Si](OC)(OC)CC1CCC1